N[C@@H]1[C@@H](OCC12CCN(CC2)C=2C(=NC(=C(N2)C)SC2=C(C(=NC=C2)NC2CC2)Cl)CO)C {3-[(3S,4S)-4-amino-3-methyl-2-oxa-8-azaspiro[4.5]decan-8-yl]-6-{[3-chloro-2-(cyclopropylamino)pyridin-4-yl]mercapto}-5-methylpyrazin-2-yl}methanol